OC[C@H]([C@@H](CO)O)N1CCN(CCN(CC1)[C@H](CO)[C@@H](CO)O)CC1=C(C=CC=C1)S(=O)(=O)O.CC1=C(C=C(C(=O)N)C=C1)CNC1=NC(=CN=C1)C1=CC=CC=C1 4-methyl-3-{[(6-phenylpyrazin-2-yl)amino]methyl}benzamide 2-((4,7-bis((2R,3S)-1,3,4-trihydroxybutan-2-yl)-1,4,7-triazonan-1-yl)methyl)benzenesulfonate